ClC=1C=C(C(=CC1)NC1=NC(=NC=C1)Cl)N 4-chloro-N1-(2-chloropyrimidin-4-yl)benzene-1,2-diamine